2,2-difluoro-N-(4-(trifluoromethyl)phenyl)butanamide FC(C(=O)NC1=CC=C(C=C1)C(F)(F)F)(CC)F